[Ca].[Se].[Si].[As] arsenic-silicon-selenium-calcium